[Na+].[Na+].N[C@@H](CCSC)C(=O)[O-].N[C@@H](CCSC)C(=O)[O-] L-Methionine, disodium salt